(4S)-2-methyl-1,4,5,6-tetra-hydropyrimidine-4-carboxylic acid CC=1NCC[C@H](N1)C(=O)O